NC1=C2C(=NC=N1)N(N=C2C2=CC=C(C=C2)OC2=CC=CC=C2)C2CCN(CC2)CC2CN(C2)CC2CN(CC2)C=2C=C1C(N(C(C1=CC2)=O)C2C(NC(CC2)=O)=O)=O 5-(3-((3-((4-(4-amino-3-(4-phenoxyphenyl)-1H-pyrazolo(3,4-d)pyrimidin-1-yl)piperidin-1-yl)methyl)azetidin-1-yl)methyl)pyrrolidin-1-yl)-2-(2,6-dioxopiperidin-3-yl)isoindoline-1,3-dione